Cl.Cl.CN1CC2CC(CC(C1)N2C)N2N=C(C1=CC=CC=C21)C(=O)N endo-3,9-dimethyl-3,9-diazabicyclo[3.3.1]non-7-yl-1H-indazole-3-carboxamide dihydrochloride